(Z)-5-Fluoro-N'-hydroxy-5'-methoxy-6'-methyl-[3,4'-bipyridine]-2'-carboximidamide FC=1C=C(C=NC1)C1=CC(=NC(=C1OC)C)/C(/N)=N/O